FC1=C(C(=C(C(=C1F)F)F)OC1=CC=C(C=C1)OC)S(=O)(=O)NC1=CC(=C(C=C1)OC)F 2,3,4,5-tetrafluoro-N-(3-fluoro-4-methoxyphenyl)-6-(4-methoxyphenoxy)benzenesulfonamide